3-methyl-1,6-dihydroxy-anthraquinone CC=1C=C(C=2C(C3=CC=C(C=C3C(C2C1)=O)O)=O)O